ClC=1C=C(C(=O)O)C=CN1 2-chloroisonicotinic acid